3-[2-[6-[[2-(2-hydroxyethoxy)pyrimidin-4-yl]amino]-1-(methylamino)-2,7-naphthyridin-4-yl]ethynyl]phenol OCCOC1=NC=CC(=N1)NC=1C=C2C(=CN=C(C2=CN1)NC)C#CC=1C=C(C=CC1)O